C1(CC1)C(C#CC=1C2=C(C(N(C1)C)=O)NC(=C2C=2OCC(N2)C(C)C)C)(C)O 4-(3-cyclopropyl-3-hydroxy-but-1-ynyl)-3-(4-isopropyl-4,5-dihydrooxazol-2-yl)-2,6-dimethyl-1H-pyrrolo[2,3-c]pyridin-7-one